(E)-N-carbamoyl-3-(3-chloro-4-((2-methyl-[1,1'-biphenyl]-3-yl)methoxy)phenyl)-2-cyanoacrylamide C(N)(=O)NC(\C(=C\C1=CC(=C(C=C1)OCC=1C(=C(C=CC1)C1=CC=CC=C1)C)Cl)\C#N)=O